O.S(=O)(=O)([O-])[O-].[Ce+4].S(=O)(=O)([O-])[O-] cerium(IV) sulfate monohydrate